C(CCCCCCCCCCCCCCC)(=O)C(O)C(O)COCCCCCCCCCCCCCCCCCCCC palmitoyl-3-O-eicosyl-glycerol